2-isocyanatoethyl-methyl-diethoxysilane N(=C=O)CC[Si](OCC)(OCC)C